(1R,3R,4R)-N-[(1S)-1-cyano-2-[(3R)-2-oxo-3-piperidyl]ethyl]-2-[(2R)-3,3-dimethyl-2-[(2,2,2-trifluoroacetyl)amino]butanoyl]-5,5-difluoro-2-azabicyclo[2.2.2]octane-3-carboxamide C(#N)[C@H](C[C@@H]1C(NCCC1)=O)NC(=O)[C@@H]1N([C@H]2CC([C@@H]1CC2)(F)F)C([C@@H](C(C)(C)C)NC(C(F)(F)F)=O)=O